Cl(=O)[O-].[Cl+] chlorine compound with chlorite